3-(1-oxo-4-((9-((4,4,5,5,5-pentafluoropentyl)sulfonyl)nonyl)thio)isoindolin-2-yl)piperidine-2,6-dione O=C1N(CC2=C(C=CC=C12)SCCCCCCCCCS(=O)(=O)CCCC(C(F)(F)F)(F)F)C1C(NC(CC1)=O)=O